CS(=O)(=O)C[C@@H]1[C@H](N(C1)C=1C=CC(=C2C=C(N=CC12)NC1=NC(=NC=C1)N1C[C@@H]([C@@H](CC1)OC)OCCO)C(C)C)C 2-{[(3S,4R)-1-[4-({8-[(2R,3S)-3-(methanesulfonyl-methyl)-2-methylazetidin-1-yl]-5-(propan-2-yl)isoquinolin-3-yl}amino)pyrimidin-2-yl]-4-methoxy-piperidin-3-yl]oxy}ethan-1-ol